FC1=C(C=CC=C1)C1=NOC(=C1C(=O)NC1=CC(=CC=C1)C(F)(F)F)C 3-(2-fluorophenyl)-5-methyl-N-(3-(trifluoromethyl)phenyl)isoxazole-4-carboxamide